1,1-dibutylpyrrolidin-1-ium-3-ol C(CCC)[N+]1(CC(CC1)O)CCCC